4-methyl-2-(dimethylamino)pentanamide CC(CC(C(=O)N)N(C)C)C